ClC=1C(=NOC1C(C(=O)OCC)C(C)C)OC ethyl 2-(4-chloro-3-methoxy-1,2-oxazol-5-yl)-3-methylbutyrate